6-methyl-4-{2-[4-(2-(4-methyl-3-oxopiperazin-1-yl)ethoxy)phenyl]quinolin-6-yl}-1H-pyrrolo[2,3-c]pyridin-7(6H)-one CN1C(C2=C(C(=C1)C=1C=C3C=CC(=NC3=CC1)C1=CC=C(C=C1)OCCN1CC(N(CC1)C)=O)C=CN2)=O